ethyl 3-{3-[(6-hydroxy-2,2-dioxo-2H-1,2λ6,3-benzoxathiazin-3(4H)-yl)methyl]-4-methylphenyl}-3-[1-(5-hydroxypentyl)-4-methyl-1H-benzotriazol-5-yl]propanoate OC=1C=CC2=C(CN(S(O2)(=O)=O)CC=2C=C(C=CC2C)C(CC(=O)OCC)C2=C(C3=C(N(N=N3)CCCCCO)C=C2)C)C1